N1C=CC=2C1=NC=CC2C(C)OC=2C=C1C(=NNC1=CC2)C=2C=CC(=NC2)N2CCC(CC2)C#N 1-(5-(5-(1-(1H-pyrrolo[2,3-b]pyridin-4-yl)ethoxy)-1H-indazol-3-yl)pyridin-2-yl)piperidine-4-carbonitrile